(3R)-4-(2-chloropyrimidin-4-yl)-3-methylmorpholine ClC1=NC=CC(=N1)N1[C@@H](COCC1)C